ClC=1C=C2C(N(C(=NC2=C(C1)[C@@H](C)NC1=C(C(=O)O)C=CC=C1)N1CCOCC1)C)=O (R)-2-((1-(6-chloro-3-methyl-2-morpholino-4-oxo-3,4-dihydroquinazolin-8-yl)ethyl)amino)benzoic acid